C(C)(=O)O[C@H]1[C@H]([C@@H](C[C@@H]([C@H]1O[C@H]1O[C@@H](CC[C@H]1N=[N+]=[N-])[C@@H](C1CC1)N(C(=O)OCC1=CC=CC=C1)CC1=CC=CC=C1)N=[N+]=[N-])N=[N+]=[N-])CC(=O)[O-] [(1S,2S,3R,4S,6R)-2-Acetoxy-4,6-diazido-3-[(2R,3R,6S)-3-azido-6-[(R)-[benzyl(benzyloxycarbonyl)amino]-cyclopropyl-methyl]tetrahydropyran-2-yl]oxy-cyclohexyl]acetate